monopentene oxide C1C(CCC)O1